C(C)(=O)OC1CC(CCC1C(C)C)C Menthanyl acetate